N1=CN=C(C2=C1NC=C2)N[C@@H]2CC[C@@H](NC2)C (2S,5R)-5-((7H-pyrrolo[2,3-d]pyrimidin-4-yl)amino)-2-methylpiperidin